6,8-Dichloro-2,3-dimethyl-pyrimido[5,4-d]pyrimidin-4-one ClC=1N=C(C=2N=C(N(C(C2N1)=O)C)C)Cl